FC(OC1=C(C=C(C(=C1)N(C)CCN(C)C)N)NC1=NC=CC(=N1)C=1C=NN2C1C=CC=C2)F 5-difluoromethoxy-N1-(2-dimethylaminoethyl)-N1-methyl-N4-{4-pyrazolo[1,5-a]Pyridin-3-ylpyrimidin-2-yl}-benzene-1,2,4-triamine